7-(2-fluoro-5-methyl-4-(6-(trifluoromethyl)-1,5-naphthyridin-2-yl)phenyl)-1-methyl-6,7-dihydro-1H-pyrazolo[3,4-f][1,4]oxazepin-8(5H)-one FC1=C(C=C(C(=C1)C1=NC2=CC=C(N=C2C=C1)C(F)(F)F)C)N1CCOC2=C(C1=O)N(N=C2)C